C(C)(C)(C)N1C=C(C=C1)C(=O)NCC1=NC(=NO1)C=1N=C2N(C=CN=C2N[C@H]2[C@H](CN(CC2)C)F)C1CC(F)(F)F 1-(tert-butyl)-N-((3-(8-(((3S,4R)-3-fluoro-1-methylpiperidin-4-yl)amino)-3-(2,2,2-trifluoroethyl)imidazo[1,2-a]pyrazin-2-yl)-1,2,4-oxadiazol-5-yl)methyl)-1H-pyrrole-3-carboxamide